COC1=C(C=C(C=N1)C1=CC=C2C(=NNC2=C1)C(=O)NC)C(NCC1=C(C=CC=C1)OCC(F)(F)F)=O 6-[6-methoxy-5-({[2-(2,2,2-trifluoroethoxy)phenyl]-methyl}carbamoyl)pyridin-3-yl]-N-methyl-1H-indazole-3-carboxamide